COC([C@@H](NC(C(F)(F)F)C1=CC(=C(C=C1)C1=C(C=CC(=C1)OC)OCOC)F)CC(C)C)=O (1-(5'-methoxy-2-fluoro-2'-(methoxymethyloxy)-[1,1'-biphenyl]-4-yl)-2,2,2-trifluoroethyl)-L-leucine methyl ester